Cl.ClC1=C(C=CC=C1Cl)N1CCNCC1 1-(2,3-dichloro-phenyl)-piperazine hydrochloride